C(C)OC(=O)N1N=C(C2=C1CN(C2)C(C2=CN=CC=C2)=O)N2C(NCC2)=O 5-nicotinoyl-3-(2-oxoimidazolidin-1-yl)-5,6-dihydropyrrolo[3,4-c]Pyrazole-1(4H)-carboxylic acid ethyl ester